ethyl 4-ethoxy-2-[3-(1-ethyl-3,5-dimethyl-pyrazol-4-yl)pyrazolo[1,5-a]pyridin-5-yl]thiazole-5-carboxylate C(C)OC=1N=C(SC1C(=O)OCC)C1=CC=2N(C=C1)N=CC2C=2C(=NN(C2C)CC)C